(R)-6-(1,5-dimethyl-1H-pyrazol-4-yl)-3-((4-hydroxy-1-(3-phenylbutyryl)Piperidin-4-yl)methyl)pyrimidin-4(3H)-one CN1N=CC(=C1C)C1=CC(N(C=N1)CC1(CCN(CC1)C(C[C@@H](C)C1=CC=CC=C1)=O)O)=O